C(C)(C)(C)C1=NN(C(=C1)NC(NC1=CC(=C(OC2=CC(=NC=C2)C(=O)NC)C=C1)C)=O)C=1C=C2C=CC=NC2=CC1 4-(4-(3-(3-(tert-butyl)-1-(quinolin-6-yl)-1H-pyrazol-5-yl)ureido)-2-methylphenoxy)-N-methylpyridinecarboxamide